1-methyl-N-(2-oxo-2-((4-(3-(pyridin-4-yl)phenyl)thiazol-2-yl)amino)ethyl)-1H-pyrrole-3-carboxamide CN1C=C(C=C1)C(=O)NCC(NC=1SC=C(N1)C1=CC(=CC=C1)C1=CC=NC=C1)=O